2-m-chlorophenyl-ethylene glycol dimethyl ether COCC(C1=CC(=CC=C1)Cl)OC